COCCOC1=CC(=NC2=CC=C(C=C12)N)C=1C=NN(C1)C 4-(2-Methoxyethoxy)-2-(1-methyl-1H-pyrazol-4-yl)quinolin-6-amine